3-(6-(4-(3-((1r,4s)-4-(4-bromo-3-(trifluoromethyl)phenoxy)cyclohexyl)propyl)piperazin-1-yl)-1-methyl-1H-indazol-3-yl)piperidine-2,6-dione BrC1=C(C=C(OC2CCC(CC2)CCCN2CCN(CC2)C2=CC=C3C(=NN(C3=C2)C)C2C(NC(CC2)=O)=O)C=C1)C(F)(F)F